thiophosphoric acid tris(4-nitrophenyl) ester [N+](=O)([O-])C1=CC=C(C=C1)OP(OC1=CC=C(C=C1)[N+](=O)[O-])(OC1=CC=C(C=C1)[N+](=O)[O-])=S